FC(N1C2=C(C=3C=CC(=CC13)C=1C=C(C(=NC1)N1CCN(CC1)CCC1CCN(CC1)C=1C=C3C(N(C(C3=CC1)=O)C1C(NC(CC1)=O)=O)=O)F)C=NC=C2)F 5-(4-(2-(4-(5-(5-(difluoromethyl)-5H-pyrido[4,3-b]indol-7-yl)-3-fluoropyridin-2-yl)piperazin-1-yl)ethyl)piperidin-1-yl)-2-(2,6-dioxopiperidin-3-yl)isoindoline-1,3-dione